FC1(CCC(CC1)C1=NC=CC(=C1N)C1=NC(=CC=C1F)F)F 2-(4,4-difluorocyclohexyl)-4-(3,6-difluoro-2-pyridinyl)pyridin-3-amine